COC1=CC(=NC=C1OCC(C)C)C(=O)O 4-methoxy-5-(2-methylpropyloxy)pyridine-2-carboxylic acid